Cetyl ethylhexanoate (cetyl 2-ethylhexanoate) C(CCCCCCCCCCCCCCC)C(C(=O)O)(CCCC)CC.C(C)C(C(=O)OCCCCCCCCCCCCCCCC)CCCC